N1(N=CN=C1)C1=CC=C(C=C1)C=1N=NN(C1)CC1=CC=CC=N1 6-((4-(4-(1H-1,2,4-triazol-1-yl)phenyl)-1H-1,2,3-triazol-1-yl)methyl)pyridin